FC([C@@H]1CCC=2N1C1=C(N2)C(=CC(=C1)C1=NC(=NC=C1F)NC1=NC=C(C=C1)CN1C2CN(CC1CC2)CC)F)F 4-((S)-1-(difluoromethyl)-5-fluoro-2,3-dihydro-1H-benzo[d]pyrrolo[1,2-a]imidazol-7-yl)-N-(5-((3-ethyl-3,8-diazabicyclo[3.2.1]octan-8-yl)methyl)pyridin-2-yl)-5-fluoropyrimidin-2-amine